NCCC(O)CN (β-aminoethyl)ethanolamine